[Si](C)(C)(C(C)(C)C)OC[C@@H]1[C@H]2[C@@H]([C@H]2CN1)CNC(OC(C)(C)C)=O tert-butyl (((1R,2S,5R,6R)-2-(((tert-butyldimethylsilyl)oxy)methyl)-3-azabicyclo[3.1.0]hexan-6-yl)methyl)carbamate